COC(=O)N1CCCC2=C(C=C(C=C12)NC(CC1=C(C=CC=C1)Cl)=O)S(N)(=O)=O.FC1=C2C=CC(=NC2=CC=C1)C(F)(F)F 5-fluoro-2-(trifluoromethyl)quinoline methyl-7-(2-(2-chlorophenyl)acetamido)-5-sulfamoyl-3,4-dihydroquinoline-1(2H)-carboxylate